NC1=C2C(=NC=N1)N(N=C2C)C(C)C=2C(=C(C(=C(C2)Cl)C)C2CN(C2)CCO)OC 2-(3-{3-[1-(4-amino-3-methyl-1H-pyrazolo[3,4-d]pyrimidin-1-yl)ethyl]-5-chloro-2-methoxy-6-methylphenyl}azetidin-1-yl)ethanol